C(#N)[C@H]1N(CSC1)C(CNC(=O)C1=CC=NC2=CC=C(C=C12)C=1C(=NN(C1)C)C)=O (R)-N-(2-(4-Cyanothiazolidin-3-yl)-2-oxoethyl)-6-(1,3-dimethyl-1H-pyrazol-4-yl)quinoline-4-carboxamide